methyl 2-[2-(cyclopropylmethyl)-6-fluoropyridin-3-yl]-7-methoxy-1-methyl-1H-1,3-benzodiazole-5-carboxylate C1(CC1)CC1=NC(=CC=C1C1=NC2=C(N1C)C(=CC(=C2)C(=O)OC)OC)F